FC=1C=C(C=CC1F)C=1N=C(SC1)N 4-(3,4-difluorophenyl)thiazol-2-amine